BrC=1C(=NN(C1)CCOC)CO [4-bromo-1-(2-methoxyethyl)pyrazol-3-yl]methanol